(1S,2R)-8-chloro-2-hydroxy-1,2,3,4-tetrahydronaphthalen-1-yl carbamate C(N)(O[C@@H]1[C@@H](CCC2=CC=CC(=C12)Cl)O)=O